CNC1=NC=C(C2=C1N=NC(=C2)N)C=2OC1=C(N2)C=C(C=C1)N1C[C@@H](OCC1)C (S)-N8-methyl-5-(5-(2-methylmorpholino)benzo[d]oxazol-2-yl)pyrido[3,4-c]pyridazin-3,8-diamine